ClC1=NC=C(C=N1)NS(=O)(=O)C1=C(C=CC(=C1)OC)F N-(2-Chloropyrimidin-5-yl)-2-fluoro-5-methoxybenzenesulfonamide